CN1CC[C@@H]([C@@H](C1)O)C2=C(C=C(C3=C2OC(=CC3=O)C4=CC=CC=C4Cl)O)O.Cl (-)-2-(2-chlorophenyl)-5,7-dihydroxy-8-[(3S,4R)-3-hydroxy-1-methyl-4-piperidinyl]-4H-1-benzopyran-4-one hydrochloride